CN1CCC(CC1)OC1=CC=C(N=N1)N 6-[(1-methyl-4-piperidyl)oxy]pyridazin-3-amine